ClC1=CC=C(N=N1)N1CC(OCC1)C1(CC1)N 1-[4-(6-chloropyridazin-3-yl)morpholin-2-yl]cyclopropanamine